2-((tert-butyldimethylsilyl)oxy)-1-(thiazol-4-ylmethoxy ethyl)-2-methylbenzoate [Si](C)(C)(C(C)(C)C)OC1(C(C(=O)[O-])(C=CC=C1)CCOCC=1N=CSC1)C